N-[2-[2-[[6-[2,6-difluoro-3-[[(3R)-3-fluoropyrrolidin-1-yl]sulfonylamino]phenyl]-8-methyl-7-oxopyrido[2,3-d]pyrimidin-2-yl]amino]ethoxy]ethyl]acetamide FC1=C(C(=CC=C1NS(=O)(=O)N1C[C@@H](CC1)F)F)C1=CC2=C(N=C(N=C2)NCCOCCNC(C)=O)N(C1=O)C